BrC=1C=C2C(=C(C=NC2=CC1)C(=O)OCC)Cl ethyl 6-bromo-4-chloroquinoline-3-carboxylate